N1(C=NC=C1)C(=O)C1=CC(=C(C=C1C)N=CN(C)CC)C N'-(4-(1H-imidazole-1-carbonyl)-2,5-dimethylphenyl)-N-ethyl-N-methylformamidine